1-(3-(methylthio)propan-2-yl)-5-methyl-1H-pyrazole-4-carboxylic acid CSCC(C)N1N=CC(=C1C)C(=O)O